CC1=CSC=2N=C(N=C(C21)NC=2C=NN(C2)C)NC2=CC=C(C=C2)N2CCN(CC2)C 5-methyl-N4-(1-methyl-1H-pyrazol-4-yl)-N2-(4-(4-methylpiperazin-1-yl)phenyl)thieno[2,3-d]pyrimidine-2,4-diamine